4-silapentane CCC[SiH2]C